C1(CCC1)OC=1C(=CC(=C(C1)N1CCC(CC1)N1CCN(CC1)C(C(F)(F)F)=O)C=1C=NN(C1)C)[N+](=O)[O-] 1-(4-(1-(5-cyclobutyloxy-2-(1-methyl-1H-pyrazol-4-yl)-4-nitrophenyl)piperidin-4-yl)piperazin-1-yl)-2,2,2-trifluoroethane-1-one